COC=1C=C(C=C2C=NC(=NC12)NC1CCN(CC1)C1=CC=NC=C1)B1OC(C(O1)(C)C)(C)C 8-methoxy-N-[1-(pyridin-4-yl)piperidin-4-yl]-6-(4,4,5,5-tetramethyl-1,3,2-dioxaborolan-2-yl)quinazolin-2-amine